C(C1=CC=CC=C1)(=O)C1(NC(N([C@H]2C[C@H](OCSSCC)[C@@H](CO[Si](C)(C)C(C)(C)C)O2)C=C1)=O)N 4-benzoyl-3'-O-(ethyldithiomethyl)-5'-O-(tert-butyldimethylsilyl)-2'-deoxycytidine